8-Chloro-1-[2-(methoxymethoxy)-4-(trifluoromethyl)phenyl]-N-[(3R)-1-methyl-3-piperidyl]pyrrolo[1,2-d][1,2,4]triazin-4-amine ClC=1C=CN2C(=NN=C(C21)C2=C(C=C(C=C2)C(F)(F)F)OCOC)N[C@H]2CN(CCC2)C